N[C@@H]1[C@@H](CN(CC1)C1=C(C=NC2=CC=C(C=C12)C1=C(C(=CC=C1)F)C=NO)C1=CC(=CC(=C1)C)F)O cis-4-amino-1-(6-{3-fluoro-2-(hydroxyiminomethyl)phenyl}-3-(3-fluoro-5-methylphenyl)quinolin-4-yl)piperidin-3-ol